N-(3-aminopropyl)methyl-acrylamide NCCCNC(C(=C)C)=O